CC1=CC=C(C=C1)S(=O)(=O)O.FC=1C=C(C#N)C=CC1COC1=NC=CC(=N1)N1CC=2CNCC2C1 3-fluoro-4-(((4-(3,4,5,6-tetrahydropyrrolo[3,4-c]pyrrol-2(1H)-yl)pyrimidin-2-yl)oxy)methyl)benzonitrile 4-methylbenzenesulfonate